4-(5-(2-(N-(tert-butyl)sulfamoyl)-4-(3-(pyridin-2-ylmethyl)ureido)phenyl)thiazol-2-yl)bicyclo[2.2.2]octan-1-yl isopropylcarbamate C(C)(C)NC(OC12CCC(CC1)(CC2)C=2SC(=CN2)C2=C(C=C(C=C2)NC(=O)NCC2=NC=CC=C2)S(NC(C)(C)C)(=O)=O)=O